CS(=O)(=O)C=1C=C(C=CC1)CC1CC2(CN(C2)C(CC[C@H]2NC(OC2)=O)=O)C1 (4R)-4-[3-[6-[(3-Methylsulfonylphenyl)methyl]-2-azaspiro[3.3]heptan-2-yl]-3-oxo-propyl]oxazolidin-2-one